CN(C(=O)C1CCNCC1)C N,N-dimethylpiperidin-4-carboxamid